2,3-Dihydrobenzofuran-7-ol O1CCC2=C1C(=CC=C2)O